C[C@H]1CN(CC[C@H]1C1=CC(=C(C=C1)OC(F)(F)F)F)C(=O)C1CC2(C1)NC(OC2)=O |r| (rac)-(2s,4S)-2-((3R,4R)-3-methyl-4-(3-fluoro-4-(trifluoromethoxy)benzeneYl)piperidine-1-carbonyl)-7-oxa-5-azaspiro[3.4]Octane-6-one